ClC1=NC=C(C(=N1)NC=1SC=C(N1)C(C)(C)O)I 2-(2-((2-chloro-5-iodopyrimidin-4-yl)amino)thiazol-4-yl)propane-2-ol